C(CCCCCCCCCCCCC\C=C/CCCCCCCC)(=O)O cis-nervonic acid